BrC=1C=C2C(=CC1)C(N(CC21CC1)CC(=O)NC1=NC=C(C=N1)F)=S=O 2-(6-bromo-1-sulfinylspiro[3H-isoquinoline-4,1'-cyclopropane]-2-yl)-N-(5-fluoropyrimidin-2-yl)acetamide